N-[(1S)-1-(dicyclopropylmethyl)-2-[[1-[(4-fluoro-2-oxo-1H-pyridin-3-yl)methyl]pyrazol-4-yl]amino]-2-oxo-ethyl]-2-isopropyl-pyrazole-3-carboxamide C1(CC1)C([C@@H](C(=O)NC=1C=NN(C1)CC=1C(NC=CC1F)=O)NC(=O)C=1N(N=CC1)C(C)C)C1CC1